4-(5-Methyl-7H-pyrrolo[2,3-d]pyrimidin-4-yl)-N-(3-(trifluoromethoxy)phenyl)-3,6-dihydropyridine-1(2H)-carboxamide CC1=CNC=2N=CN=C(C21)C=2CCN(CC2)C(=O)NC2=CC(=CC=C2)OC(F)(F)F